C(C=C)(=O)O.COC(CC[SiH3])(OC)OC trimethoxypropyl-silane acrylate